N1(CCOCC1)C=1C(N(C=CC1)C1=CC=C(C=C1)N1C(CCCC1)=O)=O 3-morpholinyl-1-(4-(2-oxopiperidine-1-yl)phenyl)pyridin-2(1H)-one